(S)-(1-(((1-(5-(trifluoromethyl)pyrimidine-2-yl)piperidin-4-yl)methylsulfonamido)oxy)propan-2-yl)carbamic acid tert-butyl ester C(C)(C)(C)OC(N[C@H](CONS(=O)(=O)CC1CCN(CC1)C1=NC=C(C=N1)C(F)(F)F)C)=O